phenyl-5-(4-((4-(1H-pyrazol-4-yl)phenyl)-amino)pyrimidin-2-yl)isoindoline-2-carboxamide C1(=CC=CC=C1)C1N(CC2=CC(=CC=C12)C1=NC=CC(=N1)NC1=CC=C(C=C1)C=1C=NNC1)C(=O)N